1,2,4-Tris(mercaptoethyl)-benzol SCCC1=C(C=C(C=C1)CCS)CCS